2,3-dihydroxy-N-isopropylpropanamide OC(C(=O)NC(C)C)CO